FC1=C(N=C2N(C1=O)C[C@](N2CC2=NC(=NO2)C)(C(F)(F)F)C)N2[C@@H](COCC2)C (S)-6-Fluoro-2-methyl-7-((R)-3-methyl-morpholin-4-yl)-1-(3-methyl-[1,2,4]oxadiazol-5-yl-methyl)-2-trifluoromethyl-2,3-dihydro-1H-imidazo[1,2-a]-pyrimidin-5-one